2-(2-bromophenyl)ethan-1-amine BrC1=C(C=CC=C1)CCN